BrC1=NN(C(C2=CC=C(C=C12)Cl)=O)CC(=O)NC1=NC=C(C=N1)F 2-(4-bromo-6-chloro-1-oxophthalazin-2(1H)-yl)-N-(5-fluoropyrimidin-2-yl)acetamide